2-(2-((3R,4R)-3-amino-4-fluoropiperidin-1-yl)-5,6-difluoro-1H-benzo[d]imidazol-1-yl)-1-(4-hydroxypiperidin-1-yl)ethanone N[C@@H]1CN(CC[C@H]1F)C1=NC2=C(N1CC(=O)N1CCC(CC1)O)C=C(C(=C2)F)F